3-(2-aminoethyl)-1-ethylpyridin-2(1H)-one NCCC=1C(N(C=CC1)CC)=O